C1=CC=CC=2SCC3=C(C(C21)=O)C=CC=C3 Dibenzo[b,e]thiepin-11(6H)-one